NC1=C(C=NN1C1=CC2=C(NC(=N2)C(=O)OCC)C=C1)C(=O)C=1NC2=CC=CC=C2C1 ethyl 5-(5-amino-4-(1H-indole-2-carbonyl)-1H-pyrazol-1-yl)-1H-benzo[d]imidazole-2-carboxylate